bis(fluorosulfonyl)amide sodium salt [Na+].FS(=O)(=O)[N-]S(=O)(=O)F